C(C)(C)(C)OC(NC=1C=C(C=2N(C1)N=CC2C#N)C=2C=NC(=CC2)N2CC1N(C(C2)C1)CC=1C=NC(=CC1)OC)=O tert-butyl(3-cyano-4-(6-(6-((6-methoxypyridin-3-yl)methyl)-3,6-diazabicyclo[3.1.1]hept-3-yl)pyridin-3-yl)pyrazolo[1,5-a]pyridin-6-yl)carbamate